C1=CC=CC=2C3=CC=CC=C3C(C12)COC(=O)NCCOCC(=O)O 2-[2-(9-fluorenylmethoxycarbonyl-amino)ethoxy]acetic acid